SC(C(C)=O)CC 3-mercapto-pentanone